1-Hydroxy-4-Methyl-6-(2,4,4-Trimethylpentyl)-2-Pyridon ON1C(C=C(C=C1CC(CC(C)(C)C)C)C)=O